[N+](=O)([O-])C1=CC=C(C=C1)S(=O)(=O)N1[C@@H](C1)C1=CC=CC=C1 (2R)-1-(4-nitrophenyl)sulfonyl-2-phenylaziridine